1-(7-Chloro-4-(1H-Imidazol-1-Yl)Quinolin-2-Yl)Piperidin-3-Amine ClC1=CC=C2C(=CC(=NC2=C1)N1CC(CCC1)N)N1C=NC=C1